(+/-)-4-[4-(2,6-difluoro-4-{[5-(hydroxymethyl)-5-methyl-5,6-dihydro-4H-1,3-oxazin-2-yl]amino}phenoxy)-1H-pyrrolo[2,3-b]pyridin-3-yl]pyridine-2-carbonitrile FC1=C(OC2=C3C(=NC=C2)NC=C3C3=CC(=NC=C3)C#N)C(=CC(=C1)NC=1OC[C@@](CN1)(C)CO)F |r|